(propane-1,3-diylbis(isopropylazanediyl))bis(heptane-7,1-diyl) bis(2-hexyldecanoate) C(CCCCC)C(C(=O)OCCCCCCCN(CCCN(C(C)C)CCCCCCCOC(C(CCCCCCCC)CCCCCC)=O)C(C)C)CCCCCCCC